6-chloro-4-(cyclopropylethynyl)-7-(hydroxymethyl)-1-(4-methoxybenzyl)-4-(trifluoromethyl)-3,4-dihydroquinazolin-2(1H)-one ClC=1C=C2C(NC(N(C2=CC1CO)CC1=CC=C(C=C1)OC)=O)(C(F)(F)F)C#CC1CC1